methyl 6-acetamido-4-(trifluoromethyl)pyridine-2-carboxylate C(C)(=O)NC1=CC(=CC(=N1)C(=O)OC)C(F)(F)F